(R)-9-((5-(3-amino-3-(6-chloropyridin-2-yl)piperidin-1-yl)-2-(2,4-difluorophenyl)pyridin-4-yl)methyl)-9H-purin-6-amine N[C@]1(CN(CCC1)C=1C(=CC(=NC1)C1=C(C=C(C=C1)F)F)CN1C2=NC=NC(=C2N=C1)N)C1=NC(=CC=C1)Cl